ClC=1C=C(C=C(C1)Cl)C1(CC(=NO1)N1CC=2C=NC(=CC2C1)C(=O)NC1C(C1)C)C(F)(F)F 2-(5-(3,5-dichlorophenyl)-5-(trifluoromethyl)-4,5-dihydroisoxazol-3-yl)-N-(2-methylcyclopropyl)-2,3-dihydro-1H-pyrrolo[3,4-c]pyridine-6-carboxamide